COC(=O)C=1N=C2N(N=C(C=C2N2CCOCC2)Cl)C1 6-Chloro-8-morpholinoimidazolo[1,2-b]pyridazine-2-carboxylic acid methyl ester